1-methyl-1,4-dihydropyrazolo[3',4':4,5]pyrrolo[3,2-b]pyridine-3-carboxamide CN1N=C(C2=C1C1=NC=CC=C1N2)C(=O)N